2-{4-amino-1-tert-butyl-1H-pyrazolo[3,4-d]pyrimidin-3-yl}-3-chloro-N-phenyl-1H-indole-6-carboxamide NC1=C2C(=NC=N1)N(N=C2C=2NC1=CC(=CC=C1C2Cl)C(=O)NC2=CC=CC=C2)C(C)(C)C